[4-[2-(azaniumylamino)-2-oxo-ethyl]phenyl]methyl-dimethyl-[2-(trimethylammonio)ethyl]ammonium [NH3+]NC(CC1=CC=C(C=C1)C[N+](CC[N+](C)(C)C)(C)C)=O